CC1(OB(OC1(C)C)C1=CC=CC(=N1)N1C(OCCC1)=O)C 3-(6-(4,4,5,5-tetramethyl-1,3,2-dioxaborolan-2-yl)pyridin-2-yl)-1,3-oxazinan-2-one